OC1=NC=CC(=C1)C=1C=NC(=NC1)C=1C=CC(=C(C#N)C1)OC(C)C 5-(5-(2-hydroxypyridin-4-yl)pyrimidin-2-yl)-2-isopropoxybenzonitrile